N1=C(C=CC=2CCCNC12)CCN1N=CC(=N1)C(=O)NC[C@@H](C(=O)O)NS(=O)(=O)C1=C(C=C(C=C1C)C)C (S)-3-(2-(2-(5,6,7,8-tetrahydro-1,8-naphthyridin-2-yl)ethyl)-2H-1,2,3-triazole-4-carboxamido)-2-((2,4,6-trimethylphenyl)sulphonamido)propanoic acid